C(C)C1=C(C(=CC=C1)CC)N1C(C(CC1(C)C)(C1=CC=CC=C1)C)[Ru-2](=CC1=C(C=CC(=C1)[N+](=O)[O-])OC(C)C)Cl [1-(2,6-Diethylphenyl)-3,5,5-trimethyl-3-phenylpyrrolidin-2-yl](2-isopropoxy-5-nitrobenzylidene)ruthenium(II) chloride